C1(=CC=CC=C1)N(C1=CC=C(C=C1)C1C(CC(CC1)=O)(C)C)C1=CC=CC=C1 4-(4-(diphenylamino)phenyl)-3,3-dimethylcyclohexan-1-one